3-(2-(piperidin-4-ylethynyl)piperidin-4-yl)-1-(tetrahydro-2H-pyran-4-yl)-1H-pyrrolo[2,3-c]pyridine N1CCC(CC1)C#CC1NCCC(C1)C1=CN(C2=CN=CC=C21)C2CCOCC2